N1C2C(CC1)OCCC2 1,2,3,3a,5,6,7,7a-octahydropyrano[3,2-b]pyrrol